C(#N)C(C)(C)N=NC(=O)N 1-[(cyano-1-methylethyl)-azo]formamide